NC1=CC=C(C=N1)C#CC1=CC=C2CN(C(C2=C1C)=O)[C@@H](C(=O)NC=1SC=CN1)C1=C(C=CC(=C1)F)O |r| (2RS)-2-[6-[2-(6-Amino-3-pyridyl)ethynyl]-7-methyl-1-oxo-isoindolin-2-yl]-2-(5-fluoro-2-hydroxy-phenyl)-N-thiazol-2-yl-acetamid